O1C=CC2=C1C=CC(=C2)C2=C(C=C(N=N2)C(O)C=2C=NC=CC2)C (6-(benzofuran-5-yl)-5-methylpyridazin-3-yl)(pyridin-3-yl)methanol